C(#N)C1=CC=CC=2C3=CC=CC(=C3NC12)C#N 1,8-dicyanocarbazole